N-(4-((3-(2-aminopyrimidin-4-yl)-4-hydroxyphenyl)amino)-3-fluorophenyl)-4-ethoxy-1-(4-fluorophenyl)-2-oxo-1,2-dihydropyridine-3-carboxamide NC1=NC=CC(=N1)C=1C=C(C=CC1O)NC1=C(C=C(C=C1)NC(=O)C=1C(N(C=CC1OCC)C1=CC=C(C=C1)F)=O)F